ClC=1C(=NC2=C(C(=NC=C2C1)C)C(=O)O)C1=C(C=CC=C1)F 3-chloro-2-(2-fluorophenyl)-7-methyl-1,6-naphthyridine-8-carboxylic acid